ClC1=C(C=C2C(C(NC2=C1)=O)=C(C1=CC(=NO1)OC)O)C1=CC=C(C=C1)N1CC(C1)F 6-chloro-5-[4-(3-fluoroazetidin-1-yl)phenyl]-3-[hydroxy-(3-methoxyisoxazol-5-yl)methylene]indolin-2-one